3-(5-(4-(4-Acetylpiperazin-1-yl)-6-aminopyridin-2-yl)-1-oxoisoindolin-2-yl)piperidine-2,6-dione C(C)(=O)N1CCN(CC1)C1=CC(=NC(=C1)N)C=1C=C2CN(C(C2=CC1)=O)C1C(NC(CC1)=O)=O